2-(4'-(trifluoromethyl)-[1,1'-biphenyl]-4-yl)ethan-1-amine hydrochloride Cl.FC(C1=CC=C(C=C1)C1=CC=C(C=C1)CCN)(F)F